N-(5-(2-(5-oxa-2-azaspiro[3.5]nonan-2-yl)acetamido)-2-methylpyridin-3-yl)-2-(6,7-dihydro-5H-pyrazolo[5,1-b][1,3]oxazin-3-yl)pyrazolo[5,1-b]thiazole-7-carboxamide C1N(CC12OCCCC2)CC(=O)NC=2C=C(C(=NC2)C)NC(=O)C=2C=NN1C2SC(=C1)C=1C=NN2C1OCCC2